N1(CCCCC1)C1=CC=C(N)C=C1 4-(piperidin-1-yl)aniline